(S)-methyl 2-((2S,4S)-1-(7-chloro-1H-indole-2-carbonyl)-4-cyclohexylpyrrolidine-2-carboxamido)-3-((S)-2-oxopyrrolidin-3-yl)propanoate ClC=1C=CC=C2C=C(NC12)C(=O)N1[C@@H](C[C@H](C1)C1CCCCC1)C(=O)N[C@H](C(=O)OC)C[C@H]1C(NCC1)=O